Rac-dimethylsilylenebis(2-methylindenyl)zirconium dichloride [Cl-].[Cl-].C[Si](=[Zr+2](C1C(=CC2=CC=CC=C12)C)C1C(=CC2=CC=CC=C12)C)C